C1(CC1)C(=O)N1[C@H]2CN(C[C@@H]1CC2)C2=NC(=NC=C2)NC=2C=NSC2 cyclopropyl-{(1R,5S)-3-[2-(1,2-thiazol-4-ylamino)pyrimidin-4-yl]-3,8-diazabicyclo[3.2.1]oct-8-yl}methanone